(2's)-2-chloro-2'-methyl-spiro[4,5-dihydrothieno[2,3-C]pyran-7,4'-piperidine]-1'-carboxylic acid tert-butyl ester C(C)(C)(C)OC(=O)N1[C@H](CC2(CC1)OCCC1=C2SC(=C1)Cl)C